6-indenylacetat C1C=CC2=CC=C(C=C12)CC(=O)[O-]